C(C)(C)C=1C=NN2C1N=C(N=C2NCC2=CC=C(C=C2)NC(C)=O)OC2CCN(CC2)C N-(4-(((8-isopropyl-2-((1-methylpiperidin-4-yl)oxy)pyrazolo[1,5-a][1,3,5]triazin-4-yl)amino)methyl)phenyl)acetamide